NCCCC(=O)NCCCNC(C1=C(C=C(C=C1)NC=1C=2N(C=CN1)C(=CN2)C=2C(=NNC2)C(F)(F)F)CC)=O N-[3-(4-aminobutanoylamino)propyl]-2-ethyl-4-[[3-[3-(trifluoromethyl)-1H-pyrazol-4-yl]imidazo[1,2-a]pyrazin-8-yl]amino]benzamide